C1(CC1)C1=NN(C=C1C1=NC=C(C=2C1=CN(N2)C)F)[C@@H]2C[C@H](C2)CN (trans-3-(3-cyclopropyl-4-(7-fluoro-2-methyl-2H-pyrazolo[4,3-c]pyridin-4-yl)-1H-pyrazol-1-yl)cyclobutyl)methanamine